C(C)(=O)O Trans-acetic acid